4-((2-Oxotetrahydrofuran-3-yl)oxy)isoindolin O=C1OCCC1OC1=C2CNCC2=CC=C1